2-(3,4-dimethoxyphenyl)-3,5,6,7-tetramethoxy-4H-chromen-4-one COC=1C=C(C=CC1OC)C=1OC2=CC(=C(C(=C2C(C1OC)=O)OC)OC)OC